O=C(C[C@H]1CCC=2C1=NNC(C2C(F)(F)F)=O)N2CCN(CC2)C2=NC=C(C=N2)C(F)(F)F |r| rac-7-(2-Oxo-2-(4-(5-(trifluoromethyl)pyrimidin-2-yl)piperazin-1-yl)ethyl)-4-(trifluoromethyl)-2,5,6,7-tetrahydro-3H-cyclopenta[c]pyridazin-3-one